The molecule is a GDP-L-galactose(2-) having beta-configuration at the anomeric centre of the L-galactose fragment. It is a conjugate base of a GDP-beta-L-galactose. C1=NC2=C(N1[C@H]3[C@@H]([C@@H]([C@H](O3)COP(=O)([O-])OP(=O)([O-])O[C@@H]4[C@H]([C@@H]([C@@H]([C@@H](O4)CO)O)O)O)O)O)N=C(NC2=O)N